3-Butenyl p-bromobenzoate BrC1=CC=C(C(=O)OCCC=C)C=C1